4-chloro-N,2-dihydroxyaniline ClC1=CC(=C(NO)C=C1)O